(1R,5S,6s)-6-((4-(2-aminopropan-2-yl)-6-phenylpyridin-2-yl)oxy)-3-azabicyclo[3.1.0]hexan NC(C)(C)C1=CC(=NC(=C1)C1=CC=CC=C1)OC1[C@@H]2CNC[C@H]12